(4-amino-6-chloropyrido[3,2-d]pyrimidin-2-yl)methanol NC=1C2=C(N=C(N1)CO)C=CC(=N2)Cl